5-oxo-5H-thiazolo[3,2-a]pyrimidine-7-carboxamide O=C1C=C(N=C2N1C=CS2)C(=O)N